methyl-2,2,6,6-tetramethyl-4-piperidinol CN1C(CC(CC1(C)C)O)(C)C